CN(C)C(C(=O)OCCCCCCCCCCCC)C lauryl N,N-dimethylaminopropionate